2-hydroxy-4-n-octoxy-5-nitrobenzophenone OC1=C(C(=O)C2=CC=CC=C2)C=C(C(=C1)OCCCCCCCC)[N+](=O)[O-]